COC1OC2=C(O1)C=CC=C2 methoxybenzo[d][1,3]dioxol